(3R,5S)-1-METHOXY-5-METHYLHEPT-6-EN-3-OL COCC[C@@H](C[C@@H](C=C)C)O